FC(OC1=CC=C(C=C1)S(=O)(=O)N1[C@H]2CC(C[C@@H]1CC2)NC(OC(C)(C)C)=O)F tert-butyl ((1R,3s,5S)-8-((4-(difluoromethoxy)phenyl)-sulfonyl)-8-azabicyclo[3.2.1]octan-3-yl)carbamate